(S)-4-((4-((2-(2-(2-((3,4-Dimethoxybenzyl)amino)-2-oxoacetyl)-4,4-difluoropyrrolidin-1-yl)-2-oxoethyl)carbamoyl)quinolin-8-yl)amino)-N,N,N-trimethyl-4-oxobutan-1-aminium iodide [I-].COC=1C=C(CNC(C(=O)[C@H]2N(CC(C2)(F)F)C(CNC(=O)C2=CC=NC3=C(C=CC=C23)NC(CCC[N+](C)(C)C)=O)=O)=O)C=CC1OC